(5-{[9-chloro-7-(5-fluoroindol-1-yl)-3,5-dihydro-2H-1,4-benzoxazepin-4-yl]methyl}pyrimidin-2-yl)methanol ClC1=CC(=CC=2CN(CCOC21)CC=2C=NC(=NC2)CO)N2C=CC1=CC(=CC=C21)F